2-(3-hydroxy-2,2-dimethylpropanamido)butanoic acid OCC(C(=O)NC(C(=O)O)CC)(C)C